The molecule is a long-chain fatty acyl-CoA that results from the formal condensation of the thiol group of coenzyme A with the carboxy group of 3-methylundecanoic acid. It is a methyl-branched fatty acyl-CoA and a medium-chain fatty acyl-CoA. It derives from a 3-methylundecanoic acid. It is a conjugate acid of a 3-methylundecanoyl-CoA(4-). CCCCCCCCC(C)CC(=O)SCCNC(=O)CCNC(=O)[C@@H](C(C)(C)COP(=O)(O)OP(=O)(O)OC[C@@H]1[C@H]([C@H]([C@@H](O1)N2C=NC3=C(N=CN=C32)N)O)OP(=O)(O)O)O